7-amino-2-(2-furyl)[1,2,4]-triazolo[2,3-a]-[1,3,5]-triazin-5-ylamine NC1=NC(=NC=2N1N=C(N2)C=2OC=CC2)N